COC(=O)C1=NC(=C(C=C1)[N+](=O)[O-])Cl 6-chloro-5-nitropyridinecarboxylic acid methyl ester